ClC=1C=C(C=CC1F)C(C=1N(C(=C(N1)CNS(=O)(=O)C)C)COCC[Si](C)(C)C)C1=CC(=C(C=C1)F)Cl N-((2-(bis(3-chloro-4-fluorophenyl)methyl)-5-methyl-1-((2-(tri-methylsilyl)ethoxy)methyl)-1H-imidazol-4-yl)methyl)methanesulfonamide